C1(CC1)C1=NOC(=N1)N1CCC(CC1)O (3-cyclopropyl-1,2,4-oxadiazol-5-yl)piperidin-4-ol